CC=1N=C(SC1C=1C=NN(C1)C(C)C)NC(=O)N1[C@@H](CCC1)C(=O)N (2S)-1-(4-methyl-5-(1-isopropylpyrazol-4-yl)-1,3-thiazol-2-ylcarbamoyl)prolinamide